C1(=CC(=CC=C1)C#CC=1C=C(C=CC1)C)C 1,2-di(m-tolyl)acetylene